2-benzyl-4-phenyl-2,4-dihydro-3H-1,2,4-triazol-3-one C(C1=CC=CC=C1)N1N=CN(C1=O)C1=CC=CC=C1